trans-3-{5,6-dimethyl-2-[trans-4-(trifluoromethyl)cyclohexyl]pyrazolo[1,5-a]pyrimidin-7-yl}-4-methylpiperidine-1-carboxylic acid methyl ester COC(=O)N1C[C@H]([C@@H](CC1)C)C1=C(C(=NC=2N1N=C(C2)[C@@H]2CC[C@H](CC2)C(F)(F)F)C)C